2-(5-(2-methyl-[1,1'-biphenyl]-3-yl)isoindolin-2-yl)-N-methylacetamide CC1=C(C=CC=C1C=1C=C2CN(CC2=CC1)CC(=O)NC)C1=CC=CC=C1